C(C)OP(OCC)(=O)C1=CC=C(C=C1)CCN1C(=NC2=C1C=CC(=C2)C#N)NC(=O)C=2C(=NOC2C)C (4-(2-(5-cyano-2-(3,5-dimethylisoxazole-4-carboxamido)-1H-benzo[d]imidazol-1-yl)ethyl)phenyl)phosphonic acid diethyl ester